tert-Butyl 4-(2-(2-hydroxypropan-2-yl)pyridin-3-yl)-5,6-dihydropyridine-1(2H)-carboxylate OC(C)(C)C1=NC=CC=C1C1=CCN(CC1)C(=O)OC(C)(C)C